NC1=C(C=2C=NC=C(C2N1C1=C(C(=CC=C1C)O)C)F)C(=O)N 2-amino-7-fluoro-1-(3-hydroxy-2,6-dimethyl-phenyl)pyrrolo[3,2-c]pyridine-3-carboxamide